N1NCCC2CCCCC12 Perhydrocinnoline